N[C@@H](C(C)C)C(=O)N1C[C@@]2(CC1)C(NC1=CC(=C(C=C12)Cl)Cl)=O (S)-1'-(L-valyl)-5,6-dichlorospiro[indoline-3,3'-pyrrolidin]-2-one